CC(CCC=O)=CC1=CC(=CC=C1)C 4-methyl-5-(3-methylphenyl)-4-pentenal